CN(C=1SC(=C(N1)C1=CC=CC=C1)OC1=CC(=NC=C1)NC1=CC=C(C(=O)N)C=C1)C 4-((4-((2-(dimethylamino)-4-phenylthiazol-5-yl)oxy)pyridin-2-yl)amino)benzamide